1-(2-Chloro-6-fluoro-3-methyl-phenyl)ethanone ClC1=C(C(=CC=C1C)F)C(C)=O